6-Chloro-1-(4-fluoro-3-(4-(pyridin-2-yl)piperazine-1-carbonyl)benzyl)quinazoline-2,4(1H,3H)-dione ClC=1C=C2C(NC(N(C2=CC1)CC1=CC(=C(C=C1)F)C(=O)N1CCN(CC1)C1=NC=CC=C1)=O)=O